N-(2-methylbenzyl)-2-(3-(pyridin-2-yl)-4-(quinolin-4-yl)-1H-pyrazol-1-yl)acetamide CC1=C(CNC(CN2N=C(C(=C2)C2=CC=NC3=CC=CC=C23)C2=NC=CC=C2)=O)C=CC=C1